N-(methyl-d3)-2-(methyl(2-oxo-4-(o-tolyl)-2H-chromen-7-yl)amino)acetamide C(NC(CN(C1=CC=C2C(=CC(OC2=C1)=O)C1=C(C=CC=C1)C)C)=O)([2H])([2H])[2H]